ClC1=C(C(=O)NCC=2C=NC(=CC2)OC)C(=CC=C1)OC1CCC1 2-chloro-6-cyclobutoxy-N-((6-methoxypyridin-3-yl)methyl)benzamide